C(C=C)(=O)O.C(C=C)(=O)O.C(C=C)(=O)O.C(C=C)(=O)O.COC(=CC)OC Dimethoxypropene Tetraacrylate